CC(C=C)CC 3-methylpent-1-en